2,4-dimethoxy-N-(5-(pyridin-2-yloxy)-3,4-dihydro-2H-benzopyrano[8,7-d]isoxazol-9-yl)pyridine-3-sulfonamide COC1=NC=CC(=C1S(=O)(=O)NC1=NOC2=C1C1=C(CCCO1)C(=C2)OC2=NC=CC=C2)OC